[N+](=O)([O-])C=1C(=C(C=CC1)[O-])[N+](=O)[O-].[Na+] sodium dinitrophenolate